CO[Si](CCC1=CC=CC=C1CC[Si](OC)(OC)OC)(OC)OC BIS(TRIMETHOXYSILYLETHYL)BENZENE